C(CC)(=O)N[C@H](CS)C(=O)O N-propionyl-D-cysteine